COC=1C=C(C=CC1OC1CC(C1)N(C)C)NC1=NC=CC(=N1)NC=1C=NC=2C(N(N=CC2C1)C)=O 3-(2-{3-methoxy-4-[(1s,3s)-3-(dimethylamino)cyclobutoxy]phenylamino}-4-pyrimidinylamino)-7-methyl-1,6,7-triaza-8(7H)-naphthalenone